ethyl 3-amino-6-chloro-4-(3-methoxy-2,6-dimethyl-phenyl)pyridine-2-carboxylate NC=1C(=NC(=CC1C1=C(C(=CC=C1C)OC)C)Cl)C(=O)OCC